5(1H)-indolizinone C1C=CN2C(C=CC=C12)=O